C(C1=CC=CC=C1)O[C@@H]1[C@H](CO[C@@H]([C@@H]1OCC1=CC=CC=C1)COCC1=CC=CC=C1)NC1=NNC(=C1)C(F)(F)F N-((3S,4R,5R,6R)-4,5-bis(benzyloxy)-6-((benzyloxy)methyl)tetrahydro-2H-pyran-3-yl)-5-(trifluoromethyl)-1H-pyrazol-3-amine